(R)-1-(1-(cyclopropylmethyl)piperidin-3-yl)-6-ethyl-5-(8-methoxy-[1,2,4]triazolo[1,5-a]pyridin-6-yl)-1,3-dihydro-2H-benzo[d]imidazol-2-one C1(CC1)CN1C[C@@H](CCC1)N1C(NC2=C1C=C(C(=C2)C=2C=C(C=1N(C2)N=CN1)OC)CC)=O